C(=O)OCCC=CCC 3-hexenyl (Z)-formate